N1-(2,3-difluorophenyl)-N2-((S)-4-methyl-1-oxo-1-(((S)-3-oxo-1-((S)-2-oxopyrrolidin-3-yl)-4-(2,3,5,6-tetrafluorophenoxy)butan-2-yl)amino)pentan-2-yl)oxalamide FC1=C(C=CC=C1F)NC(C(=O)N[C@H](C(N[C@@H](C[C@H]1C(NCC1)=O)C(COC1=C(C(=CC(=C1F)F)F)F)=O)=O)CC(C)C)=O